S1C2=C(C=C1C1C(C(OC1C1=CC=C(C=C1)F)=O)=C)C=CC=C2 4-(benzo[b]thiophen-2-yl)-5-(4-fluorophenyl)-3-methylenedihydrofuran-2(3H)-one